NCC=1C=C2N(C3=CC=C(C=C3N=C2N)C2=CC=CN2)C1 2-(aminomethyl)-7-(1H-pyrrol-5-yl)pyrrolo[1,2-a]quinoxalin-4-amine